6-(dimethylamino)hexyl (methyl)acrylate CC(C(=O)OCCCCCCN(C)C)=C